8-Acetyl-3,6-dimethyl-2-phenyl-benzopyran-4-one C(C)(=O)C1=CC(=CC=2C(C(=C(OC21)C2=CC=CC=C2)C)=O)C